C(#N)C[C@H]1N(CC[C@@H](C1)N1N=NC=2C(=NC=3C(=C(C(=CC3C21)Cl)C2=C(C(=CC=C2)C)Cl)Cl)OC[C@H]2N(CCC2)C)C(=O)OC(C)(C)C tert-butyl (2S,4S)-2-(cyanomethyl)-4-(6,8-dichloro-7-(2-chloro-3-methylphenyl)-4-(((S)-1-methylpyrrolidin-2-yl)methoxy)-1H-[1,2,3]triazolo[4,5-c]quinolin-1-yl)piperidine-1-carboxylate